(3aR,6aS)-5-(2-chloro-5-fluoropyrimidin-4-yl)-3a,6a-dimethylhexahydropyrrolo[3,4-c]pyrrole-2(1H)-carboxylic acid tert-butyl ester C(C)(C)(C)OC(=O)N1C[C@@]2(CN(C[C@@]2(C1)C)C1=NC(=NC=C1F)Cl)C